Cl.ClC1=C(OC=2C(=C(C(=CC2)[N+](=O)[O-])N2C[C@@H](NCC2)CO)C(F)(F)F)C=CC=C1 {(2R)-4-[3-(2-chlorophenoxy)-6-nitro-2-(trifluoromethyl)phenyl]piperazine-2-yl}methanol monohydrochloride